4-(((3-chloro-1,4-dioxo-1,4-dihydronaphthalen-2-yl)amino)methyl)-N-(2-fluorophenyl)benzamide ClC1=C(C(C2=CC=CC=C2C1=O)=O)NCC1=CC=C(C(=O)NC2=C(C=CC=C2)F)C=C1